tert-butyl 2,6-dimethyl-4-[5-methyl-1-[4-(trifluoromethoxy)phenyl]pyrazol-3-yl]piperidine-1-carboxylate CC1N(C(CC(C1)C1=NN(C(=C1)C)C1=CC=C(C=C1)OC(F)(F)F)C)C(=O)OC(C)(C)C